4-ethoxy-N-(8-fluoro-2-methylimidazo[1,2-a]pyridin-6-yl)-2-(hexahydropyrrolo[3,4-c]pyrrol-2(1H)-yl)pyrimidine-5-carboxamide TFA salt OC(=O)C(F)(F)F.C(C)OC1=NC(=NC=C1C(=O)NC=1C=C(C=2N(C1)C=C(N2)C)F)N2CC1CNCC1C2